ClC1=CC=C(C=C1)C(CF)(O)[2H] (4-chlorophenyl)-2-fluoroethane-1-d-1-ol